5-(4-methoxyphenyl)-3,3-dimethylmorpholine COC1=CC=C(C=C1)C1COCC(N1)(C)C